tert-butyl (6R,7R)-7-((3-(2,6-bis(benzyloxy)pyridin-3-yl)-1-methyl-1H-indazol-6-yl)amino)-6-methyl-2-azaspiro[3.5]nonane-2-carboxylate C(C1=CC=CC=C1)OC1=NC(=CC=C1C1=NN(C2=CC(=CC=C12)N[C@H]1[C@@H](CC2(CN(C2)C(=O)OC(C)(C)C)CC1)C)C)OCC1=CC=CC=C1